FC(C1=CC=2N(C=C1)N=CC2C2=CC=CC(=N2)C2CN(CCC2)C(=O)OC(C)(C)C)(F)F tertbutyl 3-[6-[5-(trifluoromethyl)pyrazolo[1,5-a]pyridin-3-yl]-2-pyridyl]piperidine-1-carboxylate